4-bromo-5-chloro-6-fluoro-7-methyl-1-(tetrahydro-2H-pyran-2-yl)-1H-indazole BrC1=C2C=NN(C2=C(C(=C1Cl)F)C)C1OCCCC1